C(CN(CC(=O)O)CC(=O)O)C(=O)O N-(2-Carboxyethyl)iminodiacetic acid